2-[3-(2,6-dioxo-3-piperidyl)phenoxy]-acetic acid O=C1NC(CCC1C=1C=C(OCC(=O)O)C=CC1)=O